CN([C@@H](C(=O)NC1=CC2=C(C(=N1)C)CC(C2)CNCCC2CN(C(O2)=O)C2=NC1=C(OCC(N1)=O)N=C2)C)C (2R)-2-(dimethylamino)-N-[1-methyl-6-[[2-[2-oxo-3-(3-oxo-4H-pyrazino[2,3-b][1,4]oxazin-6-yl)oxazolidin-5-yl]ethylamino]methyl]-6,7-dihydro-5H-cyclopenta[c]pyridin-3-yl]propanamide